BrC1=CC=C(OCC2N[C@H](COC2)C)C=C1 (5S)-3-((4-bromophenoxy)methyl)-5-methylmorpholine